OB1OCC2=C1C=C(C=C2C(F)(F)F)C(=O)N[C@H](C(=O)N[C@@H](CCC(=O)O)C(=O)OC(C)(C)C)CNC(=O)C=2C=C(C1=C(B(OC1)O)C2)C(F)(F)F (S)-4-((2S)-2,3-bis(1-hydroxy-4-(trifluoromethyl)-1,3-dihydrobenzo[c][1,2]oxaborole-6-carboxamido)propanamido)-5-(tert-butoxy)-5-oxopentanoic acid